3-allyl-piperidine-1,3-dicarboxylic acid 1-(tert-butyl) ester 3-methyl ester COC(=O)C1(CN(CCC1)C(=O)OC(C)(C)C)CC=C